C(=C)C=1SC2=C([N+]1C)C=CC=C2 vinyl-3-methylbenzothiazolium